1-(3-(4-chloro-2-methyl-2H-indazol-5-yl)-4-cyano-1H-pyrazolo[3,4-d]pyrimidin-6-yl)-4-phenylpiperidin-4-ylcarbamic acid tert-butyl ester C(C)(C)(C)OC(NC1(CCN(CC1)C1=NC(=C2C(=N1)NN=C2C2=C(C1=CN(N=C1C=C2)C)Cl)C#N)C2=CC=CC=C2)=O